ethyl 2-bromo-4-methyl-1,3-thiazole-5-carboxylate BrC=1SC(=C(N1)C)C(=O)OCC